OC1=CC=C(C=C1)C=CC(=O)O β-(4-Hydroxyphenyl)acrylic acid